N1=CN=CC(=C1)NC(C)=O N-(pyrimidin-5-yl)acetamid